tert-butyl (4S)-4-[1-cyclopropyl-2-(methanesulfonyloxy)ethyl]-2,2-dimethyl-1,3-oxazolidine-3-carboxylate C1(CC1)C(COS(=O)(=O)C)[C@@H]1N(C(OC1)(C)C)C(=O)OC(C)(C)C